C1(=CC=CC=C1)N1CC(C1)N 1-phenylazetidin-3-amine